2-(2-(1H-benzimidazol-5-yl)-4-propylphenyl)propane-2-ol N1C=NC2=C1C=CC(=C2)C2=C(C=CC(=C2)CCC)C(C)(C)O